N-[(1R)-1-(3-Bromo-4-chloro-phenyl)ethyl]-2-methyl-5-(4-methylpiperazin-1-yl)benzamide BrC=1C=C(C=CC1Cl)[C@@H](C)NC(C1=C(C=CC(=C1)N1CCN(CC1)C)C)=O